Cl.NC(C(=O)N1CCN(CC1)C(=O)NC1=NC(N(C=C1)C1=CC=C(C=C1)CC(C)N1CC2C(C2C1)N)=O)(C)C 4-(2-Amino-2-methylpropanoyl)-N-(1-(4-(2-(exo-6-amino-3-azabicyclo[3.1.0]hexan-3-yl)propyl)phenyl)-2-oxo-1,2-dihydropyrimidin-4-yl)piperazine-1-carboxamide Hydrochloride Salt